(1S,2R)-4-(3,4-dihydro-quinolin-1(2H)-yl)-2-fluoro-7-(methylsulfonyl)-2,3-dihydro-1H-inden-1-ol N1(CCCC2=CC=CC=C12)C1=C2C[C@H]([C@H](C2=C(C=C1)S(=O)(=O)C)O)F